ClC=1N=CC2=C(N1)CN(CC2)C(=O)[O-] 2-chloro-5,8-dihydropyrido[3,4-d]pyrimidine-7(6H)-carboxylate